NC=1C(=C(C(=O)O)C(=CC1C(NCC1=CC=C(C=C1)OC)=O)Cl)Cl 3-amino-2,6-dichloro-4-((4-methoxybenzyl)carbamoyl)benzoic acid